C(C(C)(C)C)(=O)OCN1C(N(C=C(C1=O)C)[C@@H]1O[C@H]([C@@H]([C@H]1OC)O)COC(C1=CC=CC=C1)(C1=CC=C(C=C1)OC)C1=CC=C(C=C1)OC)=O (3-((2R,3R,4S,5S)-5-((bis(4-methoxyphenyl)(phenyl)methoxy)methyl)-4-hydroxy-3-methoxytetrahydrofuran-2-yl)-5-methyl-2,6-dioxo-3,6-dihydropyrimidin-1(2H)-yl)methyl pivalate